C(CCC)O[Si]1(O[SiH](O[SiH](O[Si](O1)(C)OCCCC)C)C)C 2,4-di-n-butoxy-2,4,6,8-tetramethylcyclotetrasiloxane